bis(9H-carbazol-9-yl)spiro[fluorene-9,8'-indolo[3,2,1-DE]acridine] C1=CC=CC=2C3=CC=CC=C3N(C12)C=1C=CC2=C(C1N1C3=CC=CC=C3C=3C=CC=CC13)N1C3=C2C=CC=C3C3(C=2C=CC=CC12)C1=CC=CC=C1C=1C=CC=CC13